C\C(=C/CC)\C(CCCCC)O (E)-4-methyldec-3-en-5-ol